1-((5-chlorothien-2-yl)carbamoyl)cyclopropane-1-carboxylic acid methyl ester COC(=O)C1(CC1)C(NC=1SC(=CC1)Cl)=O